C(#N)N1CC=C(C=C1)N(C)C 1-cyano-4-dimethylamino-pyridine